1H-3a,6-Methanoazulene C1C=CC23C=CC(=CC=C12)C3